3-[6-(2-Aminoethylamino)-3-pyridyl]-1-[benzyloxycarbonyl-sulfamoyl]pyrrole-2-carboxylic acid benzyl ester, hydrochloride Cl.C(C1=CC=CC=C1)OC(=O)C=1N(C=CC1C=1C=NC(=CC1)NCCN)S(NC(=O)OCC1=CC=CC=C1)(=O)=O